[1,2,4]triazolo[4,3-a]pyrazine-3,7-dicarboxylate N1=NC(N2C1=CN(C=C2)C(=O)[O-])C(=O)[O-]